3-Methyl-1-(5-(4-(Trifluoromethyl)Phenyl)-1,3,4-Thiadiazol-2-yl)-1h-Pyrazole-5-Carboxylic Acid CC1=NN(C(=C1)C(=O)O)C=1SC(=NN1)C1=CC=C(C=C1)C(F)(F)F